4-(3-fluorobenzyl)-N-((3S)-7-(2-hydroxy-2-(pyridin-4-yl)ethoxy)-5-methyl-4-oxo-2,3,4,5-tetrahydrobenzo[b][1,4]oxazepin-3-yl)-1H-pyrazole-1-carboxamide FC=1C=C(CC=2C=NN(C2)C(=O)N[C@@H]2C(N(C3=C(OC2)C=CC(=C3)OCC(C3=CC=NC=C3)O)C)=O)C=CC1